C(C)(=O)N1CCN(CC1)C1=C(C=C(C(=C1)OC)NC1=NC=NC(=C1)N1OCC[C@@H]1C1=CC(=C(C=C1)Cl)F)NC(C=C)=O N-(2-(4-acetylpiperazine-1-yl)-5-((6-((R)-3-(4-chloro-3-fluorophenyl)isoxazolidine-2-yl)pyrimidine-4-yl)amino)-4-methoxyphenyl)acrylamide